9-benzyl-4-carbamoyl-1-oxo-3-thia-1,2,3,4-tetrahydrocarbazol C(C1=CC=CC=C1)N1C2=CC=CC=C2C=2C(SCC(C12)=O)C(N)=O